C(#C)C1=CC(=C(C=C1)N)N 4-ethynyl-1,2-phenylenediamine